divinyl-1,1'-(1,6-hexanediyl)diimidazolium methyl-5-nitro-2-(4-(piperazin-1-yl)bicyclo[2.2.2]octan-1-yl)-2H-indazole-6-carboxylate COC(=O)C=1C(=CC2=CN(N=C2C1)C12CCC(CC1)(CC2)N2CCNCC2)[N+](=O)[O-].C(=C)[N+]2=CN(C=C2)CCCCCCN2C=[N+](C=C2)C=C